ADAMANTYLMETHYLAMINE C12(CC3CC(CC(C1)C3)C2)CN